magnesium (hydrogen) carbonate C(O)([O-])=O.[Mg+2].C(O)([O-])=O